1-N-[4-(6-dimethylphosphoryl-7-methoxyquinolin-4-yl)oxyphenyl]-1-N'-(4-fluorophenyl)cyclopropane-1,1-dicarboxamide CP(=O)(C)C=1C=C2C(=CC=NC2=CC1OC)OC1=CC=C(C=C1)NC(=O)C1(CC1)C(=O)NC1=CC=C(C=C1)F